BrC1=C(C=C(C(=C1)Br)OC)S(=O)(=O)NC(CC)(CCCC)CNC1=CC=CC=C1 2,4-Dibromo-5-methoxy-N-(3-((phenylamino)methyl)hept-3-yl)benzenesulfonamide